(S)-3-(1-hydroxypropan-2-yl)-8-(1-methyl-1H-pyrazol-4-yl)-6-phenylpyrido[3,4-d]pyrimidin-4(3H)-one OC[C@H](C)N1C=NC2=C(C1=O)C=C(N=C2C=2C=NN(C2)C)C2=CC=CC=C2